3-(8-methoxyoctoxy)propyl-methyl-bis(trimethylsilyloxy)silane COCCCCCCCCOCCC[Si](O[Si](C)(C)C)(O[Si](C)(C)C)C